ClC1=C2C(N(C(=NC2=CC=C1)[C@H](CC1=CC(=CC(=C1)F)F)NC(OC(C)(C)C)=O)C=1C=CC(=C2C(=NN(C12)C)N(S(=O)(=O)C)CC1=CC=C(C=C1)OC)Cl)=O tert-butyl (S)-(1-(5-chloro-3-(4-chloro-3-(N-(4-methoxybenzyl)methylsulfonamido)-1-methyl-1H-indazol-7-yl)-4-oxo-3,4-dihydroquinazolin-2-yl)-2-(3,5-difluorophenyl)ethyl)carbamate